FC=1C(=C(NC2=C(NC3=C2C(NCC3)=O)C3=C(C=NC=C3)OCCN3CCOCC3)C=CC1)OC 3-(3-fluoro-2-methoxyanilino)-2-{3-[2-(morpholin-4-yl)ethoxy]pyridin-4-yl}-1,5,6,7-tetrahydro-4H-pyrrolo[3,2-c]pyridin-4-one